6-methyl-4-[(1-methylcyclopropyl)amino]-N-{[5-(propan-2-yl)-1,2-oxazol-3-yl]methyl}furo[2,3-d]pyrimidine-5-carboxamide CC1=C(C2=C(N=CN=C2NC2(CC2)C)O1)C(=O)NCC1=NOC(=C1)C(C)C